N[C@@H](CNCC1=CC(=NC=C1F)NC([C@H](C1CCC(CC1)C)NC(OC(C)(C)C)=O)=O)C(F)(F)F Tert-butyl ((S)-2-((4-((((S)-2-amino-3,3,3-trifluoropropyl)amino)methyl)-5-fluoropyridin-2-yl)amino)-1-((1r,4S)-4-methylcyclohexyl)-2-oxoethyl)carbamate